C(C1=CC=CC=C1)N1C(C(O[C@H](C1)C(F)(F)F)C)=O (6R)-4-benzyl-2-methyl-6-(trifluoromethyl)morpholin-3-one